C1(CC1)C#CC=1C=CC(=C(C1)N(C=1N=NN(C1)CC(=O)N(C)C)C)C 2-(4-((5-(cyclopropylethynyl)-2-methylphenyl)(methyl)amino)-1H-1,2,3-triazol-1-yl)-N,N-dimethylacetamide